6-chloro-7-((2S,3S)-2-(((3-chloropyridin-2-yl)oxy)methyl)-3-methoxypyrrolidin-1-yl)-1-(6-(3-(dimethylamino)azetidin-1-yl)pyridin-3-yl)-4-oxo-1,4-dihydroquinoline-3-carboxylic acid ClC=1C=C2C(C(=CN(C2=CC1N1[C@H]([C@H](CC1)OC)COC1=NC=CC=C1Cl)C=1C=NC(=CC1)N1CC(C1)N(C)C)C(=O)O)=O